1-{7-[(tert-butyldimethylsilyl)oxy]heptyl}-4-(4,4,5,5-tetramethyl-1,3,2-dioxaborolan-2-yl)-1H-pyrazole [Si](C)(C)(C(C)(C)C)OCCCCCCCN1N=CC(=C1)B1OC(C(O1)(C)C)(C)C